fluorenyl-urethane acrylate C(C=C)(=O)O.C1(=CC=CC=2C3=CC=CC=C3CC12)NC(=O)OCC